FC1=C(C(=O)O)C=CC(=C1)N1N=NC(=C1)C 2-fluoro-4-(4-methyl-1H-1,2,3-triazol-1-yl)benzoic acid